4-(pyridin-2-ylmethoxy)phenethylcarbamic acid tert-butyl ester C(C)(C)(C)OC(NCCC1=CC=C(C=C1)OCC1=NC=CC=C1)=O